(2R)-2-(4-(4-(aminomethyl)-1-oxo-8-vinyl-1,2-dihydrophthalazin-6-yl)-1-methyl-1H-pyrazol-5-yl)-4-chloro-3-fluoro-6-(1-methylcyclopropoxy)benzonitrile NCC1=NNC(C2=C(C=C(C=C12)C=1C=NN(C1C1=C(C#N)C(=CC(=C1F)Cl)OC1(CC1)C)C)C=C)=O